2-(((4-(2-methoxyphenoxy)-3-methylpyridin-2-yl)methyl)sulfinyl)-1H-benzo[d]imidazole COC1=C(OC2=C(C(=NC=C2)CS(=O)C2=NC3=C(N2)C=CC=C3)C)C=CC=C1